4-methyl-2-(perfluorobutyl)quinoline CC1=CC(=NC2=CC=CC=C12)C(C(C(C(F)(F)F)(F)F)(F)F)(F)F